ClC(C[Si](OCC)(OCC)OCC)Cl 2,2-dichloroethyltriethoxysilane